tert-butyl (3S)-3-[(1R)-2-[[2-[(1-acetylazetidin-3-yl)amino]-6-(1-piperidyl)pyridine-4-carbonyl]amino]-1-hydroxy-ethyl]-7-(methoxymethoxy)-3,4-dihydro-1H-isoquinoline-2-carboxylate C(C)(=O)N1CC(C1)NC1=NC(=CC(=C1)C(=O)NC[C@@H](O)[C@H]1N(CC2=CC(=CC=C2C1)OCOC)C(=O)OC(C)(C)C)N1CCCCC1